BrC=1C=C2C(OCC=3C=CC(=CC3C=3C=NC(=C(NS(C(C1OC)=C2)(=O)=O)C3)OC)C#N)=O 13-Bromo-14,19-dimethoxy-10,16,16-trioxo-9-oxa-16λ6-thia-17,20-diazatetracyclo[16.3.1.111,15.02,7]tricosa-1(22),2(7),3,5,11,13,15(23),18,20-nonaene-4-carbonitrile